CNS(=O)(=O)C1=CC(=C(C=C1)N[C@@H]1CCCC2=CC=CC=C12)C=1N=CN(C1)C N-methyl-3-(1-methylimidazol-4-yl)-4-[[(1R)-tetralin-1-yl]amino]benzenesulfonamide